N-(3-thienylmethyl)acetamide S1C=C(C=C1)CNC(C)=O